6-(N-(5-fluoro-2-(piperidin-1-yl)pyridin-3-yl)sulfamoyl)benzofuran-2-carboxylic acid ethyl ester C(C)OC(=O)C=1OC2=C(C1)C=CC(=C2)S(NC=2C(=NC=C(C2)F)N2CCCCC2)(=O)=O